C(CC)N(CCC)[SiH2]N(CCC)CCC bis(dipropylamino)silane